C(C=C)(=O)N1CC(C1)N1CC2N(C3=C(OC2)C=C(C=C3)C=3C=2N(C=C(C3)C=3C=NN(C3)[C@H]3CO3)N=CC2C#N)CC1 (R)-4-(3-(1-acryloylazetidin-3-yl)-1,2,3,4,4a,5-hexahydrobenzo[b]pyrazino[1,2-d][1,4]oxazin-8-yl)-6-(1-(oxirane-3-yl)-1H-pyrazol-4-yl)pyrazolo[1,5-a]pyridine-3-carbonitrile